(2S,12R,12aS)-1-ethyl-8-methoxy-1,2,3,5,6,11,12,12a-octahydro-2,12-methanopyrrolo[1',2':1,2]azepino[4,5-b]indole C(C)C1[C@H]2CN3[C@@H]1[C@H](C=1NC4=CC=C(C=C4C1CC3)OC)C2